(R)-2-amino-3-(1H-benzo[d]imidazole-5-carboxamido)propanoic acid N[C@@H](C(=O)O)CNC(=O)C1=CC2=C(NC=N2)C=C1